ClCC=1N=C2SC(=CN2C1I)C(=O)OCC ethyl 6-(chloromethyl)-5-iodoimidazo[2,1-b]thiazole-2-carboxylate